S(=O)(=O)(O)OS(=O)(=O)O.FC1=CC=C(C=C1)C1(CCOC2(CCCC2)C1)CCNCC1=C(C=CC=C1)C1=CC=NC=C1 2-(9-(4-fluorophenyl)-6-oxaspiro[4.5]decan-9-yl)-N-(2-(pyridin-4-yl)benzyl)ethylamine disulfate